N-tert.-Butyl-4-[[2-(2,5-dibromo-3-chloro-6-hydroxyphenyl)acetyl]amino]pyridin C(C)(C)(C)N1CC=C(C=C1)NC(CC1=C(C(=CC(=C1O)Br)Cl)Br)=O